4-(2-(4-fluorophenyl)imidazo[1,2-a]pyrazin-3-yl)furo[3,4-b]pyridin-5(7H)-one FC1=CC=C(C=C1)C=1N=C2N(C=CN=C2)C1C1=C2C(=NC=C1)COC2=O